5-amino-1-(2-hydroxy-1-methyl-ethyl)-3-[4-[[(2-methoxybenzoyl)amino]methyl]phenyl]pyrazole-4-carboxamide NC1=C(C(=NN1C(CO)C)C1=CC=C(C=C1)CNC(C1=C(C=CC=C1)OC)=O)C(=O)N